N1(CCCCC1)C1=CC=NC=C1 4-(piperidin-1-yl)pyridin